4-[6-isopropyl-5-(8-methyl-[1,2,4]triazolo[1,5-a]pyridin-6-yl)-4H-thieno[3,2-b]pyrrole-2-carbonyl]piperazin-2-one C(C)(C)C=1C2=C(NC1C=1C=C(C=3N(C1)N=CN3)C)C=C(S2)C(=O)N2CC(NCC2)=O